NCC=1C=C(C=CC1)C1=CC(=CC=2C=COC21)C(C)OC2=C(C=CC=C2)CC(=O)O 2-(2-(1-(7-(3-(aminomethyl)phenyl)benzofuran-5-yl)ethoxy)phenyl)acetic acid